N-[[5-[5-(difluoromethyl)-1,3,4-oxadiazol-2-yl]-2-pyridyl]methyl]-N-(4-fluorophenyl)-1-imino-1-oxo-1,4-thiazinan-4-carboxamide FC(C1=NN=C(O1)C=1C=CC(=NC1)CN(C(=O)N1CCS(CC1)(=O)=N)C1=CC=C(C=C1)F)F